CN1N=CC=C1CN1CCN(CC1)CC1=CC=2N(C=C1)N=CC2N2C(NC(CC2)=O)=O 1-(5-((4-((1-methyl-1H-pyrazol-5-yl)methyl)piperazin-1-yl)methyl)pyrazolo[1,5-a]pyridin-3-yl)dihydropyrimidine-2,4(1H,3H)-dione